cobalt (II) oleyloleyl oleyl phosphonate P(OCCCCCCCC\C=C/CCCCCCCCCCCCCCCC\C=C/CCCCCCCC)(OCCCCCCCC\C=C/CCCCCCCC)=O.[Co+2]